O1NC1 oxazirane